2-butyl-1,1,3-trimethyl-Cyclohexane C(CCC)C1C(CCCC1C)(C)C